N[C@@H]1C2=CC=CC=C2CC12CCN(CC2)C=2N=CC(=NC2CO)C#CCOC2=CC=C1C=CC(NC1=C2)=O (S)-7-((3-(5-(1-Amino-1,3-dihydrospiro[indene-2,4'-piperidin]-1'-yl)-6-(hydroxymethyl)pyrazin-2-yl)prop-2-yn-1-yl)oxy)quinolin-2(1H)-one